di-furfuryl sulfide C(C1=CC=CO1)SCC1=CC=CO1